Cl.[I-].C[NH+](C)C Trimethyl-ammonium iodide hydrochloride